CN(CCCNC(=O)C=1N=NC(=CC1)[18F])C N-(3-(dimethylamino)propyl)-6-[18F]fluoropyridazine-3-carboxamide